N1N=C(C=C1)C=1C(=NC2=CC=CC=C2C1NCCC=1SC=CC1)N (1H-pyrazol-3-yl)-N4-(2-(thiophen-2-yl)ethyl)quinoline-2,4-diamine